S1C=CN2C1=NC=CC2=O 5H-thiazolo[3,2-a]Pyrimidin-5-one